OC1=C(C(=NC=C1)C1=NC=CC=C1)O dihydroxy-2,2-bipyridine